FC=1C=CC(=C(C1)CCO)[N+](=O)[O-] 2-(5-fluoro-2-nitrophenyl)ethan-1-ol